tert-butyl (1-(6-bromohexanoyl)piperidin-4-yl)carbamate BrCCCCCC(=O)N1CCC(CC1)NC(OC(C)(C)C)=O